N-octadecylanilinium [tetrakis(perfluorophenyl)borate] FC1=C(C(=C(C(=C1F)F)F)F)[B-](C1=C(C(=C(C(=C1F)F)F)F)F)(C1=C(C(=C(C(=C1F)F)F)F)F)C1=C(C(=C(C(=C1F)F)F)F)F.C(CCCCCCCCCCCCCCCCC)[NH2+]C1=CC=CC=C1